C1(CCCCC1)C1CN=C2N1C(N(C1=C2N=CC(=C1)N1CCOCC1)CC1=CC=C(C=C1)OC)=O 3-cyclohexyl-6-(4-methoxybenzyl)-8-(morpholin-4-yl)-2,6-dihydroimidazo[1,2-c]pyrido[2,3-e]pyrimidin-5(3H)-one